O=C1C=C(C[C@@]2(O[C@]3([C@H](O)[C@@H](O)[C@@H](O3)[C@H](O)CO)C(C3C(C(C=CC3=O)=O)=O)=O)[C@@H](O)[C@@H](O)[C@H](O)[C@H](O2)CO)C(CC1=O)=O 2,3,6-tri-oxo-benzoyl-beta-D-galactofuranosyl-(1->2) 3,4,6-tri-oxo-benzyl-alpha-D-mannopyranoside